COC1CC(CCC1OC)(C(=O)N)NC(CCN1C=NC(=C1)C)=O 3,4-dimethoxy-1-(3-(4-methyl-1H-imidazol-1-yl)propionamido)cyclohexane-1-carboxamide